1,4-dioxane-2-methylamine O1C(COCC1)CN